2-[3-(trifluoromethoxy)cyclobutyl]-N-[3-[5-[3-cis-(trifluoromethoxy)cyclobutyl]-1,3,4-oxadiazol-2-yl]-1-bicyclo[1.1.1]pentanyl]pyrazole-3-carboxamide FC(OC1CC(C1)N1N=CC=C1C(=O)NC12CC(C1)(C2)C=2OC(=NN2)C2(CCC2)OC(F)(F)F)(F)F